NC1=NC(=CC(=C1)[C@@H]1[C@H](C1)C(=O)NC1=NC=CC(=C1)NCC=1N=C2N(C=C(C=C2)C2CC2)C1)OC |r| rac-(1S*,2S*)-2-(2-amino-6-methoxypyridin-4-yl)-N-(4-(((6-cyclopropyl-imidazo[1,2-a]pyridin-2-yl)methyl)amino)pyridin-2-yl)cyclopropane-1-carboxamide